1,3-dioxoisoindolin-2-yl 1-methoxycyclopropane-1-carboxylate COC1(CC1)C(=O)ON1C(C2=CC=CC=C2C1=O)=O